C1(CCC1)C1C(C1)C=1C=2N(N=C(C1)C=1C(NC(NC1)=O)=O)C=CN2 5-(8-(2-cyclobutylcyclopropyl)imidazo[1,2-b]pyridazin-6-yl)pyrimidine-2,4(1H,3H)-dione